butyl (S)-(3-(3-(1-(4-fluorophenyl)-3,4-dihydroisoquinolin-2(1H)-yl)-3-oxopropyl)bicyclo[1.1.1]pentan-1-yl)(methyl)carbamate FC1=CC=C(C=C1)[C@@H]1N(CCC2=CC=CC=C12)C(CCC12CC(C1)(C2)N(C(OCCCC)=O)C)=O